1-((S)-2-(3-((2-((3S,4R)-3-fluoro-4-methoxypiperidin-1-yl)pyrimidin-4-yl)amino)-8-(3-((methylsulfonyl)methyl)azetidin-1-yl)isoquinolin-5-yl)azetidin-1-yl)but-2-yn-1-one F[C@H]1CN(CC[C@H]1OC)C1=NC=CC(=N1)NC=1N=CC2=C(C=CC(=C2C1)[C@H]1N(CC1)C(C#CC)=O)N1CC(C1)CS(=O)(=O)C